N-[(1S)-1-methylprop-2-ynyl]-5-(2-pyridyl)thiophene C[C@@H](C#C)N1C(C=CC=C1)C1=CC=CS1